dicyclopropylbismuthanylsulfanyl(dicyclopropyl)bismuthane C1(CC1)[Bi](C1CC1)S[Bi](C1CC1)C1CC1